N-phenyl-N-((5-(2-(2,2,2-trifluoroacetyl)hydrazine-1-carbonyl)pyridin-2-yl)methyl)methanesulfonamide C1(=CC=CC=C1)N(S(=O)(=O)C)CC1=NC=C(C=C1)C(=O)NNC(C(F)(F)F)=O